C(C)(=O)NC=1C=CC(=C(COC2=C(C=C(C=C2Cl)C[C@@H](C(=O)O)NC(=O)OC(C)(C)C)Cl)C1)OCC1=CC2=CC=CC=C2C=C1 (S)-3-(4-((5-acetamido-2-(naphthalen-2-ylmethoxy)benzyl)oxy)-3,5-dichlorophenyl)-2-((tert-butoxycarbonyl)amino)propionic acid